ClC1=C(C(=O)O)C=CC=C1C1=CC=NN1 2-Chloro-3-(1H-pyrazol-5-yl)benzoic acid